3,5,5-trimethyl-imidazolidine-2,4-dione CN1C(NC(C1=O)(C)C)=O